rel-2-((3R,4R)-4-(((6-(cyclobutyl(4-(trifluoromethyl)benzyl)amino)-5-fluoropyrimidin-4-yl)amino)methyl)-3-hydroxypiperidin-1-yl)acetamide C1(CCC1)N(C1=C(C(=NC=N1)NC[C@@H]1[C@H](CN(CC1)CC(=O)N)O)F)CC1=CC=C(C=C1)C(F)(F)F |o1:13,14|